4-(4,4-dimethylpiperidin-1-yl)-2-methylaniline CC1(CCN(CC1)C1=CC(=C(N)C=C1)C)C